[Pd].C1(=CC=CC=C1)P([C-]1C=CC=C1)C1=CC=CC=C1.[C-]1(C=CC=C1)P(C1=CC=CC=C1)C1=CC=CC=C1.[Fe+2] 1,1'-Bis(diphenylphosphino)ferrocene palladium